ClC=1C=C(C=CC1)C([C@H](C1=CC=CC=C1)OC(N[C@H](C(=O)N[C@H](CO)C[C@@H]1C(NCC1)=O)CCCC)=O)(C)C ((S)-1-(((S)-1-hydroxy-3-((R)-2-oxopyrrolidin-3-yl)propan-2-yl)amino)-1-oxohexan-2-yl)carbamic acid (S)-2-(3-chlorophenyl)-2-methyl-1-phenylpropyl ester